ClC1=CC=C(C=C1)[C@@H]1N(OCC1)C1=CC(=NC=N1)NC=1C(=CC(=C(C1)NC(C=C)=O)N(C)CCN(C)C)OC N-(5-((6-((R)-3-(4-chlorophenyl)isoxazolidine-2-yl)pyrimidine-4-yl)amino)-2-((2-(dimethylamino)ethyl)(methyl)amino)-4-methoxyphenyl)acrylamide